N,N-bis(2-aminoethyl)-N-(2-nitrobenzyl)amine trihydrochloride Cl.Cl.Cl.NCCN(CC1=C(C=CC=C1)[N+](=O)[O-])CCN